N-(4-(4-(2-cyanoacetyl)piperazin-1-yl)phenyl)quinazolin-2-amine C(#N)CC(=O)N1CCN(CC1)C1=CC=C(C=C1)NC1=NC2=CC=CC=C2C=N1